CCCCCCCC/C=C/CCCCCCCCN(CC(O)CN)CCCCN(CC(O)CN)CCCCCCCC/C=C/CCCCCCCC N1,N4-dioleyl-N1,N4-di-[2-hydroxy-3-(N-aminopropyl)]-diaminobutane